N-(4-amino-1H-pyrazolo[4,3-c]pyridin-7-yl)-N'-[(2-fluorophenyl)methyl]-N'-isobutyl-oxamide NC1=NC=C(C2=C1C=NN2)NC(=O)C(=O)N(CC(C)C)CC2=C(C=CC=C2)F